2-chloro-5-(3,5-dichlorophenyl)-6H-pyrimido[1,6-b]pyridazin-6-one ClC=1C=CC=2N(N1)C=NC(C2C2=CC(=CC(=C2)Cl)Cl)=O